tris(trimethylsilyl)arsenic (III) C[Si](C)(C)[As]([Si](C)(C)C)[Si](C)(C)C